FC1=CC=C(C=C1)C1=NOC(=C1C(=O)NC=1C(=NC(=CC1)B1OC(C(O1)(C)C)(C)C)OC)C 3-(4-fluorophenyl)-N-[2-methoxy-6-(4,4,5,5-tetramethyl-1,3,2-dioxaborolan-2-yl)-3-pyridyl]-5-methyl-isoxazole-4-carboxamide